((5-aminopentyl)amino)-N-(4,5-dimethylthiazol-2-yl)benzamide NCCCCCNC1=C(C(=O)NC=2SC(=C(N2)C)C)C=CC=C1